FC=1C=CC2=C(CCO2)C1CNC1=NC=C(C=2N1C=C(N2)C#N)C2=C(C=C(C=C2)S(=O)(=O)C)C 5-(((5-fluoro-2,3-dihydrobenzofuran-4-yl)methyl)amino)-8-(2-methyl-4-(methylsulfonyl)phenyl)imidazo[1,2-c]pyrimidine-2-carbonitrile